5-(2-(((1r,4r)-4-aminocyclohexyl)amino-8-isopropylquinazolin-6-yl)-1-methyl-1H-pyrazol-3-yl)-2-chlorobenzenesulfonamide NC1CCC(CC1)NC1=NC2=C(C=C(C=C2C=N1)N1N(C=CC1C=1C=CC(=C(C1)S(=O)(=O)N)Cl)C)C(C)C